C(C1=CC=CC=C1)(=O)OCC1OC(C(C(C1OC(C1=CC=CC=C1)=O)OC(C1=CC=CC=C1)=O)C(F)(F)F)CC(C1=C(C=CC=C1)C)=O (benzoyloxymethyl)-3,4-bis(benzoyloxy)-5-(trifluoromethyl)-6-(2-oxo-2-(o-tolyl)ethyl)tetrahydropyran